FC(C=1C=C(C=CC1)C=1N=C(SC1)NN)(F)F (3-trifluoromethylphenyl)-2-hydrazinothiazole